2-(2-chlorophenyl)-2-(4-methylpyridin-2-yl)acetamide ClC1=C(C=CC=C1)C(C(=O)N)C1=NC=CC(=C1)C